C(C)(C)N1N=CC(=C1)NC(C1=CC(=C(C=C1)C)C#CC=1C=NC=CC1)=O N-(1-isopropylpyrazol-4-yl)-4-methyl-3-[2-(3-pyridinyl)ethynyl]benzamide